5-OXOPIPERAZINE-2-CARBOXYLIC ACID O=C1NCC(NC1)C(=O)O